NC1=CC=C(C=C1)CCNC(C=C)=O N-(2-(4-aminophenyl)ethyl)acrylamide